piperidine-4-carboxylate Potassium Salt [K+].N1CCC(CC1)C(=O)[O-]